[C@@H]1(C[C@H](O)[C@@H](CO)O1)[15N]1C=[15N]C=2C([15NH2])=[15N]C=[15N]C12 2'-deoxyadenosine-15N5